N-(8-fluoro-6-(1-methyl-1H-pyrazol-4-yl)isoquinolin-3-yl)-1-(2-fluoroethyl)piperidine-4-carboxamide FC=1C=C(C=C2C=C(N=CC12)NC(=O)C1CCN(CC1)CCF)C=1C=NN(C1)C